4-(prop-1-en-2-yl)pyridazin-3(2H)-one C=C(C)C=1C(NN=CC1)=O